ClC=1C=C(C=2N(N1)C=CN2)[C@@H]2[C@H](C2)C2=NC(=NC=C2)C(F)(F)F 6-chloro-8-((1S,2S)-2-(2-(trifluoromethyl)pyrimidin-4-yl)cyclopropyl)imidazo[1,2-b]pyridazine